(4-chlorophenyl)-2,5-dimethylhex-2-en-1-ol ClC1=CC=C(C=C1)C(C(=CCC(C)C)C)O